5-[(1R)-1-(3,5-dichloro-4-pyridyl)ethoxy]-3-[6-(2-isopropyl-2,6-diazaspiro[3.3]heptan-6-yl)-3-pyridyl]-1H-indazole ClC=1C=NC=C(C1[C@@H](C)OC=1C=C2C(=NNC2=CC1)C=1C=NC(=CC1)N1CC2(CN(C2)C(C)C)C1)Cl